C1(CC1)C=1C(=CC(N2C(=C(SC12)C1=CC=C(C=C1)C)C(=O)O)=O)CC1=CC=CC2=CC=CC=C12 5-Cyclopropyl-4-[(1-naphthyl)methyl]-2-oxo-8-(p-tolyl)-7-thia-1-azabicyclo[4.3.0]nona-3,5,8-triene-9-carboxylic acid